N-[(2E)-3-(benzenesulfonyl)prop-2-en-1-yl]-6-benzyl-2-oxo-1,2,5,6,7,8-hexahydro-1,6-naphthyridine-3-carboxamide C1(=CC=CC=C1)S(=O)(=O)/C=C/CNC(=O)C=1C(NC=2CCN(CC2C1)CC1=CC=CC=C1)=O